N1(CCNCC1)[C@H]1CC2(CN(C2)C(=O)OCC)CC1 ethyl (6R)-6-piperazin-1-yl-2-azaspiro[3.4]octane-2-carboxylate